C(C)(C)(C)C1=C(C=CC=C1)C1CCNCC1 4-(tert-butylphenyl)piperidine